tertamyl sulfate S(=O)(=O)(OC(C)(C)CC)[O-]